COC=1C=C2C(N=C(NC2=CC1OC)C1=NN(C=C1)C)=O 6,7-dimethoxy-2-(1-methylpyrazol-3-yl)quinazolin-4(1H)-one